2-chloro-5-(trimethylacetoxy)benzyl bromide ClC1=C(CBr)C=C(C=C1)OC(C(C)(C)C)=O